FC1=C(C=C(C(=C1OC)C(C)C)OC)B(O)O (2-Fluoro-4-isopropyl-3,5-dimethoxyphenyl)boronic acid